1-ethyl-glycerin C(C)OCC(O)CO